ClC=1C(=CC(=C(C1)N1N=NC(=C1)[C@H](O)C1=C(N=CC=2N1C=NC2)C2CC2)F)OC (R)-[1-(5-chloro-2-fluoro-4-methoxy-phenyl)-1H-[1,2,3]triazol-4-yl]-(6-cyclopropyl-imidazo[1,5-a]pyrazin-5-yl)-methanol